valinoamine N([C@@H](C(C)C)C(=O)O)N